1,1-bis[4-(5-amino-2-pyridyloxy)phenyl]-1-phenylmethane NC=1C=CC(=NC1)OC1=CC=C(C=C1)C(C1=CC=CC=C1)C1=CC=C(C=C1)OC1=NC=C(C=C1)N